CYCLOPENTASILOXANE O1[SiH2]O[SiH2]O[SiH2]O[SiH2]O[SiH2]1